ClC1=CN=C(S1)C=1C=C(C(=O)N[C@H](C)C2=NC=C(N=C2)C)C=C(C1)O[C@H]1COCC1 3-(5-chloro-1,3-thiazol-2-yl)-N-[(1R)-1-(5-methylpyrazin-2-yl)ethyl]-5-[(3R)-tetrahydrofuran-3-yloxy]benzamide